4-(trifluoromethyl)-2-((S)-3-(((2S,3R,4R,5S)-3,4,5-tris(benzyloxy)-2-((benzyloxy)methyl)piperidin-1-yl)methyl)piperidin-1-yl)thiazole FC(C=1N=C(SC1)N1C[C@@H](CCC1)CN1[C@H]([C@H]([C@@H]([C@H](C1)OCC1=CC=CC=C1)OCC1=CC=CC=C1)OCC1=CC=CC=C1)COCC1=CC=CC=C1)(F)F